N1CCC(CC1)NC(=O)C1=NNC=C1CC(F)(F)F N-(piperidin-4-yl)-4-(2,2,2-trifluoroethyl)-1H-pyrazole-3-carboxamide